4-chloro-N-[(3R)-1-methyl-3-piperidyl]phthalazin-1-amine ClC1=NN=C(C2=CC=CC=C12)N[C@H]1CN(CCC1)C